N1C=C(C=2C1=CN=CC2)CN2N=NC(=C2)C2=CC(=NC(=N2)N)C=2C(=C(C#N)C=CC2)C 3-(6-(1-((1H-pyrrolo[2,3-c]pyridin-3-yl)methyl)-1H-1,2,3-triazol-4-yl)-2-aminopyrimidin-4-yl)-2-methylbenzonitrile